FC1=C(OC2CC3C(CN(C3)C(=O)N3C[C@@H]4[C@@H](OCC(N4)=O)CC3)C2)C=CC(=C1)C(F)(F)F (4aR,8aS)-6-[5-[2-fluoro-4-(trifluoromethyl)phenoxy]-3,3a,4,5,6,6a-hexahydro-1H-cyclopenta[c]pyrrole-2-carbonyl]-4,4a,5,7,8,8a-hexahydropyrido[4,3-b][1,4]oxazin-3-one